COC1=CC=C(CCC(=O)O)C=C1 para-methoxyhydrocinnamic acid